4-tert-butylcyclohexanedicarboxylic acid calcium salt [Ca+2].C(C)(C)(C)C1CCC(CC1)(C(=O)[O-])C(=O)[O-]